N-{2-[(3-{[4-(trifluoromethyl)phenyl]amino}pyrazin-2-yl)oxy]ethyl}prop-2-enamide FC(C1=CC=C(C=C1)NC=1C(=NC=CN1)OCCNC(C=C)=O)(F)F